(8-Bromo-3,4-dihydroisoquinolin-2(1H)-yl)acetic acid tert-butyl ester C(C)(C)(C)OC(CN1CC2=C(C=CC=C2CC1)Br)=O